N1CC(C1)OC1=CC=C2C(=NC=NC2=C1)O[C@@H]1CC[C@H](CC1)N1C(N(CC1=O)C=1C=NC=C(C1)C(F)(F)F)=O 3-(trans-4-{[7-(3-azetidinyloxy)-4-quinazolinyl]oxy}cyclohexyl)-1-[5-(trifluoromethyl)-3-pyridinyl]-2,4-imidazolidinedione